3-(2-(1,3-dioxolan-2-yl)-3-((4-methoxybenzyl)oxy)phenyl)propanoic acid O1C(OCC1)C1=C(C=CC=C1OCC1=CC=C(C=C1)OC)CCC(=O)O